nitroso(acetoxymethyl)methylamine N(=O)N(C)COC(C)=O